C(=O)C1=NOC(=C1)C1CCN(CC1)C(=O)N(C1=NC=CC2=CC=CC(=C12)C)[C@H]1CN(CCC1)C(=O)OC(C)(C)C tert-butyl (R)-3-(4-(3-formylisoxazol-5-yl)-N-(8-methylisoquinolin-1-yl)piperidine-1-carboxamido)piperidine-1-carboxylate